4,4',4'',4'''-[[(1,1'-biphenyl-4,4'-diyl)bis(phosphinetriyl)]tetrakisoxy]tetrakis(1,3-di-tert-butylbenzene) C1(=CC=C(C=C1)P(OC1=C(C=C(C=C1)C(C)(C)C)C(C)(C)C)OC1=C(C=C(C=C1)C(C)(C)C)C(C)(C)C)C1=CC=C(C=C1)P(OC1=C(C=C(C=C1)C(C)(C)C)C(C)(C)C)OC1=C(C=C(C=C1)C(C)(C)C)C(C)(C)C